C(#N)C1=C(C(=O)NC1=O)C1=CC=CC=C1 cyanophenylmaleimide